FC1=C(C=CC(=C1)F)C1CNC=2C=C(C=C(C2C1=O)C(=O)OC)F methyl 3-(2,4-difluorophenyl)-7-fluoro-4-oxo-1,2,3,4-tetrahydroquinoline-5-carboxylate